3-(3-(3-(3,5-dimethoxyphenyl)ureido)azetidin-1-yl)-2-(1H-pyrrol-1-yl)benzoic acid COC=1C=C(C=C(C1)OC)NC(NC1CN(C1)C=1C(=C(C(=O)O)C=CC1)N1C=CC=C1)=O